(-)-cyclopropylamine C1(CC1)N